N-[4-(1-naphthyl)phenyl]-aniline Di-Octyl-Adipat C(CCCCCCC)OC(CCCCC(=O)OCCCCCCCC)=O.C1(=CC=CC2=CC=CC=C12)C1=CC=C(C=C1)NC1=CC=CC=C1